2-chloro-4-methyl-8H-pyrido[2,3-d]pyrimidin-7-one ClC=1N=C(C2=C(N1)NC(C=C2)=O)C